C(C)(C)(C)C1=CC(=CC2=CC=CC=C12)C1=NC=CC2=C1SC1=C2C=CC(=C1C)CC(C(F)(F)F)(C)C 1-(4-(tert-butyl)naphthalen-2-yl)-8-methyl-7-(3,3,3-trifluoro-2,2-di-methylpropyl)benzo[4,5]thieno[2,3-c]pyridine